6-azido-1-(3-(trimethylammonio)propyl)quinolin-1-ium N(=[N+]=[N-])C=1C=C2C=CC=[N+](C2=CC1)CCC[N+](C)(C)C